(2R,3S)-2-(3-(6-bromo-1H-imidazo[4,5-c]pyridin-1-yl)propyl)piperidin-3-ol dihydrochloride Cl.Cl.BrC1=CC2=C(C=N1)N=CN2CCC[C@H]2NCCC[C@@H]2O